5-(5H-Imidazo[5,1-a]isoindol-5-yl)-1-methyl-4,5,6,7-tetrahydro-1H-indazol-4-ol C=1N=CN2C1C1=CC=CC=C1C2C2C(C=1C=NN(C1CC2)C)O